(S)-methyl 3-(1-(1-(2-(2-adamantylamino)-2-oxoethyl)-2-oxo-1,2-dihydropyridin-3-ylamino)-6-(methylamino)-1,5,6-trioxohexan-2-ylcarbamoyl)-5-nitrobenzoate C12C(C3CC(CC(C1)C3)C2)NC(CN2C(C(=CC=C2)NC([C@H](CCC(C(=O)NC)=O)NC(=O)C=2C=C(C(=O)OC)C=C(C2)[N+](=O)[O-])=O)=O)=O